C(C)N1CCN(CC1)CC=1C=CC(=NC1)NC1=NC=C(C(=N1)C1=C(C2=C(N(C(=N2)C)C(C)C)S1)C)F N-(5-((4-ethylpiperazin-1-yl)methyl)pyridin-2-yl)-5-fluoro-4-(3-isopropyl-2,6-dimethyl-3H-thieno[2,3-d]imidazol-5-yl)pyrimidin-2-amine